allyl-guanine C(C=C)NC=1NC(C=2NC=NC2N1)=O